tert-butyl (R)-2-(tert-butyldimethylsilyloxy)-3-(4-chloro-3-(4-chloro-6-(3,5-dimethylisoxazol-4-yl)-5-methylpyrimidin-2-yl)phenoxy)propyl(methyl)carbamate [Si](C)(C)(C(C)(C)C)O[C@H](CN(C(OC(C)(C)C)=O)C)COC1=CC(=C(C=C1)Cl)C1=NC(=C(C(=N1)Cl)C)C=1C(=NOC1C)C